Cl.NC\C=C(\CN1N=NC2=C1C=C(C=C2C=2C=NC=C(C2)F)C#N)/F (Z)-1-(4-amino-2-fluorobut-2-en-1-yl)-4-(5-fluoropyridin-3-yl)-1H-benzo[d][1,2,3]triazol-6-carbonitrile Hydrochloride